C(C)(C)(C)OC(N(C(=O)OC(C)(C)C)C1=NC=C(N=C1C1=CC(=NO1)C1=CC(=C(C=C1)C#N)F)Br)=O tert-butyl(5-bromo-3-(3-(4-cyano-3-fluorophenyl)isoxazol-5-yl)pyrazin-2-yl)(tert-butoxycarbonyl)carbamate